N-[[2-fluoro-4-[5-(trifluoromethyl)-1,2,4-oxadiazol-3-yl]phenyl]methyl]propane-2-sulfonamide FC1=C(C=CC(=C1)C1=NOC(=N1)C(F)(F)F)CNS(=O)(=O)C(C)C